4-pyridinamine N1=CC=C(C=C1)N